FCC=1N(C=CN1)CCO 2-(2-(fluoromethyl)-1H-imidazol-1-yl)ethan-1-ol